N-Methyl-3-amino-1-propylamin CNCCCN